dysprosium tetradecenoate C(C=CCCCCCCCCCCC)(=O)[O-].[Dy+3].C(C=CCCCCCCCCCCC)(=O)[O-].C(C=CCCCCCCCCCCC)(=O)[O-]